C(C)(C)(C)OC(=O)NC1=NC(N(C=C1)[C@H]1C([C@@H]([C@H](O1)COC(CCC(=O)O)=O)OC(=O)OC(C)(C)C)(F)F)=O 4-(((2R,3R,5R)-5-(4-((tert-butoxycarbonyl)amino)-2-oxopyrimidin-1(2H)-yl)-3-((tert-butoxycarbonyl)oxy)-4,4-difluorotetrahydrofuran-2-yl)methoxy)-4-oxobutanoic acid